C(#N)[C@H](C[C@H]1C(NCC1)=O)NC([C@@H](NC(=O)C=1C=NSC1C(F)(F)F)CC(C)(C)C)=O N-{(1S)-1-cyano-2-[(3S)-2-oxopyrrolidin-3-yl]ethyl}-4-methyl-N2-{[5-(trifluoromethyl)-1,2-thiazol-4-yl]carbonyl}-L-leucinamide